BrC=1C=C2/C(/C(NC2=CC1)=O)=C(\CC)/NC=1C=NN(C1)C(C)C (Z)-5-bromo-3-(1-((1-isopropyl-1H-pyrazol-4-yl)amino)propylidene)indolin-2-one